FC1=CC=C(CN2C(CCC2)=O)C=C1 (4-fluorobenzyl)pyrrolidin-2-one